(2S,2'S)-2,2'-[[(5S)-2,2'-diamino-4,4',6-trioxo-1,4,4',6,7,7'-hexahydro-1'H,5H-5,6'-bipyrrolo[2,3-d]pyrimidine-5,5'-diyl]bis(ethylenebenzene-4,1-diylcarbonylimino)]dipentanedioic acid NC1=NC(C2=C(N1)NC([C@@]2(C2=C(C1=C(NC(=NC1=O)N)N2)CCC2=CC=C(C=C2)C(=O)N[C@H](C(=O)O)CCC(=O)O)CCC2=CC=C(C=C2)C(=O)N[C@H](C(=O)O)CCC(=O)O)=O)=O